3-[5-fluoro-3-(1,2-thiazol-5-yl)pyridin-2-yl]-3-methoxy-5,5-dimethyl-6-oxocyclohex-1-ene-1-carbonitrile FC=1C=C(C(=NC1)C1(C=C(C(C(C1)(C)C)=O)C#N)OC)C1=CC=NS1